(E)-9-bromononyl-3-pentyltridec-2-enoate BrCCCCCCCCCOC(\C=C(\CCCCCCCCCC)/CCCCC)=O